BrC1=CC(=C2C=NN(C2=C1)C1OCCCC1)NCCOCCCCNC(OC(C)(C)C)=O tert-butyl (4-(2-((6-bromo-1-(tetrahydro-2H-pyran-2-yl)-1H-indazol-4-yl)amino)ethoxy)butyl)carbamate